n-butyl-methylacrylate C(CCC)C=C(C(=O)[O-])C